C(C)(C)(C)OC(=O)N1C(CC(CC1)(OCC=C)CC=C)(C)C 4-allyl-4-(allyloxy)-2,2-dimethylpiperidine-1-carboxylic acid tert-butyl ester